2-((4-(1H-imidazol-4-yl)phenoxy)methyl)-5-(ethylsulfonyl)benzamide N1C=NC(=C1)C1=CC=C(OCC2=C(C(=O)N)C=C(C=C2)S(=O)(=O)CC)C=C1